ClC=1C=C(C(=O)N2CC=3C(=NN4C3C(N(C[C@H]4C)[C@H](C)C=4C=NC(=CC4)N4N=NN=C4C)=O)C[C@H]2C)C=CC1Cl |o1:18| (3R,7R)-2-(3,4-dichlorobenzoyl)-3,7-dimethyl-9-((R*)-1-(6-(5-methyl-1H-tetrazol-1-yl)pyridin-3-yl)ethyl)-1,2,3,4,8,9-hexahydropyrido[4',3':3,4]pyrazolo[1,5-a]pyrazin-10(7H)-one